neodymium butyl (2-ethylhexyl) phosphate P(=O)(OCCCC)(OCC(CCCC)CC)[O-].[Nd+3].C(CCC)OP(=O)(OCC(CCCC)CC)[O-].C(CCC)OP(=O)(OCC(CCCC)CC)[O-]